C(C)C1(CC1)C=1C=C(C(=C(C1)C(C(=O)O)N1C[C@@H](CC1)OCCCCCC1=NC=2NCCCC2C(=C1)OC)OC)F 2-(5-(1-ethylcyclopropyl)-3-fluoro-2-methoxyphenyl)-2-((R)-3-((5-(4-methoxy-5,6,7,8-tetrahydro-1,8-naphthyridin-2-yl)pentyl)oxy)pyrrolidin-1-yl)acetic acid